(pivaloyloxy)methyl 4-((4'-chloro-[1,1'-biphenyl]-4-yl)amino)-1H-1,2,3-triazole-5-carboxylate ClC1=CC=C(C=C1)C1=CC=C(C=C1)NC=1N=NNC1C(=O)OCOC(C(C)(C)C)=O